1-(1-naphthyl)biguanide C1(=CC=CC2=CC=CC=C12)NC(=N)NC(=N)N